6-(6-chloro-3-ethylsulfonyl-2-pyridinyl)-2,2-difluoro-7-methyl-[1,3]dioxolo[4,5-f]benzimidazole ClC1=CC=C(C(=N1)C1=NC2=C(N1C)C=C1C(=C2)OC(O1)(F)F)S(=O)(=O)CC